C[C@H]1N(C(C2=CC=C(C=C12)CN1CCOCC1)=O)CC1=CC2=C(NC(O2)=O)C=C1 (R)-6-((3-methyl-5-(morpholinomethyl)-1-oxoisoindolin-2-yl)methyl)benzo[d]oxazol-2(3H)-one